N-((1R,2S)-2-Aminocyclohexyl)-5-(3-chloro-4-phenoxyphenyl)-4-oxo-4,5-dihydro-3H-1-thia-3,5,8-triazaacenaphthylene-2-carboxamide N[C@@H]1[C@@H](CCCC1)NC(=O)C=1SC=2N=CC=C3N(C(NC1C23)=O)C2=CC(=C(C=C2)OC2=CC=CC=C2)Cl